ClC=1C(=C(C=CC1OCC1(CC1)F)NC=1C2=C(N=CN1)C=CC(=N2)N2[C@@H]1CN[C@H](C2)CC1)F N-[3-chloro-2-fluoro-4-[(1-fluorocyclopropyl)methoxy]phenyl]-6-[(1S,4S)-2,5-diazabicyclo[2.2.2]octan-2-yl]pyrido[3,2-d]pyrimidin-4-amine